FC1=C(C=CC=C1C(F)(F)F)[C@@H]1N(OCC1)C1=CC(=NC=N1)NC=1C(=CC(=C(C1)NC(C=C)=O)N1CCN(CC1)C1COC1)OC (R)-N-(5-((6-(3-(2-fluoro-3-(trifluoromethyl)phenyl)isoxazolidin-2-yl)pyrimidin-4-yl)amino)-4-methoxy-2-(4-(oxetan-3-yl)piperazin-1-yl)phenyl)acrylamide